Trifluoromethanesulfonic acid 6-neopentyl-3,6-dihydro-2H-pyran-4-yl ester C(C(C)(C)C)C1C=C(CCO1)OS(=O)(=O)C(F)(F)F